4-amino-N-(4-(4-amino-2-butyl-1H-imidazo[4,5-c][1,5]naphthyridin-1-yl)butyl)-3-methoxybenzamide NC1=C(C=C(C(=O)NCCCCN2C(=NC=3C(=NC=4C=CC=NC4C32)N)CCCC)C=C1)OC